C1(CCC1)SC=1C=2N(C=CC1)C(=NC2)C(C)(C)NC(=O)C2[C@H]1CNC[C@@H]21 (1R,5S,6r)-N-(2-(8-(cyclobutylthio)imidazo[1,5-a]pyridin-3-yl)propan-2-yl)-3-azabicyclo[3.1.0]hexane-6-carboxamide